BrC1=C(C(=O)OC)C(=C(C(=C1C)O)C)C methyl 2-bromo-4-hydroxy-3,5,6-trimethylbenzoate